BrC1=CC=C(C=C1)C(C)(C)C=1N=C(SC1)NC(=O)NCC1=CC=C(C=C1)N1CCNCC1 1-(4-(2-(4-bromophenyl)propan-2-yl)thiazol-2-yl)-3-(4-(piperazin-1-yl)benzyl)urea